5'-[oxybis(methylene)]bis[2-furancarboxylic acid] O(CC1=C(OC=C1)C(=O)O)CC1=C(OC=C1)C(=O)O